OC1=C(C(=CC=C1)OC)C=1C(=CC(=CC1C)C)C#N (R)-2'-hydroxy-6'-methoxy-4,6-dimethyl-[1,1'-biphenyl]-2-carbonitrile